N1(CCCCCC1)CC1=CC(=C(COC2=C3C(N(C(=NC3=CC=C2)C)C2C(NC(CC2)=O)=O)=O)C=C1)F 3-(5-((4-(azepan-1-ylmethyl)-2-fluorobenzyl)oxy)-2-methyl-4-oxoquinazolin-3(4H)-yl)piperidine-2,6-dione